C1(CCC1)OC1=NC=NC(=C1C1=NC=C2C(=N1)N(N=C2)CC2=CC=C(C=C2)C=2N(C=C(N2)C(F)(F)F)CC)C2CC2 6-(4-cyclobutoxy-6-cyclopropylpyrimidin-5-yl)-1-(4-(1-ethyl-4-(trifluoromethyl)-1H-imidazol-2-yl)benzyl)-1H-pyrazolo[3,4-d]pyrimidine